NCCN(C=1C2=C(N=C(N1)OC[C@]13CCCN3C[C@@H](C1)F)C(=C(N=C2)C2=CC(=CC1=CC=C(C(=C21)CC)F)O)F)C 4-(4-((2-aminoethyl)(methyl)amino)-8-fluoro-2-(((2R,7aS)-2-fluorotetrahydro-1H-pyrrolizin-7a(5H)-yl)methoxy)pyrido[4,3-d]pyrimidin-7-yl)-5-ethyl-6-fluoronaphthalen-2-ol